(7AR)-5-chloro-4-(2-chloro-6-hydroxyphenyl)-1-methyl-1,7a,8,10,11,13-hexahydroimidazo[4,5-g]pyrazino[2,1-c][1,4]benzoxazepine-9(7H)-carboxylic acid tert-butyl ester C(C)(C)(C)OC(=O)N1C[C@@H]2COC3=C(CN2CC1)C1=C(C(=C3Cl)C3=C(C=CC=C3O)Cl)N=CN1C